N1=CC(=CC=C1)CN1CCNCC1 1-pyridin-3-ylmethyl-piperazine